NC1CCN(CC1)C1=NC=C(C(=N1)C1=CC(=C(C#N)C=C1)F)Cl 4-(2-(4-aminopiperidin-1-yl)-5-chloropyrimidin-4-yl)-2-fluorobenzonitrile